N-methyl-4-((R)-1-tritylaziridine-2-carbonyl)piperazine-1-carboxamide CNC(=O)N1CCN(CC1)C(=O)C1[N@@](C1)C(C1=CC=CC=C1)(C1=CC=CC=C1)C1=CC=CC=C1